1-(tert-Butoxycarbonyl)-3-(2,5-dioxo-2,5-dihydro-1H-pyrrol-1-yl)piperidine-3-carboxylic acid C(C)(C)(C)OC(=O)N1CC(CCC1)(C(=O)O)N1C(C=CC1=O)=O